N-((2S,3R)-2-(3-chloro-2-fluorobenzyl)-4,4-difluoro-1-((2S)-oxetan-2-carbonyl)pyrrolidin-3-yl)methanesulfonamide ClC=1C(=C(C[C@@H]2N(CC([C@@H]2NS(=O)(=O)C)(F)F)C(=O)[C@H]2OCC2)C=CC1)F